benzyl (7-((1-(2,6-difluoro-4-nitrophenyl)piperidin-4-yl)methyl)-7-azaspiro[3.5]nonan-2-yl)carbamate FC1=C(C(=CC(=C1)[N+](=O)[O-])F)N1CCC(CC1)CN1CCC2(CC(C2)NC(OCC2=CC=CC=C2)=O)CC1